ClC=1C=2C(N=C3N(C2C=CC1)C1=CC=C(C=C1C31CCCCC1)CC1CCN(CC1)CCCCl)=O 4'-chloro-9'-((1-(3-chloropropyl)piperidin-4-yl)methyl)-5'H-spiro[cyclohexane-1,7'-indolo[1,2-a]quinazolin]-5'-one